ethane diphosphonate P(=O)(O)OP(=O)O.CC